(8R,9aS)-8-(2,3-dichloro-6-hydroxyphenyl)-2-(2-hydroxyacetyl)-1-methyl-hexahydro-1H-pyrido[1,2-a]pyrazin-4-one ClC1=C(C(=CC=C1Cl)O)[C@H]1C[C@@H]2N(C(CN(C2C)C(CO)=O)=O)CC1